1-(3-(1,1-Difluoro-2-hydroxy-2-methylpropyl)-2-fluorophenyl)ethan-1-one FC(C(C)(C)O)(F)C=1C(=C(C=CC1)C(C)=O)F